C(C=C)N(CC=C(C1=CC=CC=C1)C1=CC=CC=C1)[C@H](C)C1=CC=C(C=C1)OC (R)-N-allyl-N-(1-(4-methoxyphenyl)ethyl)-3,3-diphenylprop-2-en-1-amine